2-[4-[7-isopropoxy-6-(pyrimidine-4-carbonylamino)imidazo[1,2-a]pyridin-2-yl]-1-piperidinyl]acetic acid C(C)(C)OC1=CC=2N(C=C1NC(=O)C1=NC=NC=C1)C=C(N2)C2CCN(CC2)CC(=O)O